[Br-].ClCC(C[N+](C)(C)C)O (3-Chloro-2-hydroxypropyl)trimethylammonium bromide